7-(azidomethyl)quinoline N(=[N+]=[N-])CC1=CC=C2C=CC=NC2=C1